NC1=C2C(N(C(=NC2=CC=C1)C)C1(C(NC(CC1)=O)=O)[2H])=O (+)-3-(5-Amino-2-methyl-4-oxoquinazolin-3(4H)-yl)-(3-2H)-piperidine-2,6-dione